COC(C1=C(C=CC=C1)OC(NC12C[C@]3(C[C@](CC(C1)C3)(C2)C)C)=O)=O ((((1r,3r,5s,7r)-3,5-dimethyladamantan-1-yl)carbamoyl)oxy)-benzoic acid methyl ester